malonic acid 1,3-dimethyl ester COC(CC(=O)OC)=O